4-[(E)-3-(2-Hydroxy-4,6-dimethoxyphenyl)-3-oxoprop-1-enyl]benzaldehyde OC1=C(C(=CC(=C1)OC)OC)C(/C=C/C1=CC=C(C=O)C=C1)=O